C1(CCCC1)NC1=CC=C2C(NC(=NC2=C1)CSC1CCOCC1)=O 7-(Cyclopentylamino)-2-(((tetrahydro-2H-pyran-4-yl)thio)methyl)quinazolin-4(3H)-one